5,8-dibromo-2,3-bis(4-(9,9-dihexyl-2,7-dimethylacridin-10(9H)yl)phenyl)quinoxaline-6,7-dinitrile BrC1=C2N=C(C(=NC2=C(C(=C1C#N)C#N)Br)C1=CC=C(C=C1)N1C=2C=CC(=CC2C(C2=CC(=CC=C12)C)(CCCCCC)CCCCCC)C)C1=CC=C(C=C1)N1C=2C=CC(=CC2C(C2=CC(=CC=C12)C)(CCCCCC)CCCCCC)C